6-hydroxy-2-[5-(4-methyl-piperazine-1-carbonyl)-thiophen-2-yl]-benzothiazole-7-carbaldehyde OC1=C(C2=C(N=C(S2)C=2SC(=CC2)C(=O)N2CCN(CC2)C)C=C1)C=O